VINYLBIOTINE C(=C)C(C(O)=O)CCC[C@@H]1SC[C@@H]2NC(=O)N[C@H]12